CC=1C=NOC1C=1C(=NC(=NC1)NC1=CC=CC2=CC=CC=C12)OC 5-(4-methylisoxazol-5-yl)-4-methoxy-N-(naphthalen-1-yl)pyrimidin-2-amine